FC1=C(C=CC=C1F)CC1(NC(=NC(=N1)C=1C=CC=2N(C1)C=NC2)N)N 4-[(2,3-difluorophenyl)methyl]-6-imidazo[1,5-a]pyridin-6-yl-1,3,5-triazine-2,4-diamine